7-[4-[2-[4-[(E)-3-(3-Chlorophenyl)prop-2-enoyl]anilino]-2-oxoethyl]piperazin-1-yl]-1-cyclopropyl-6-fluoro-4-oxoquinoline-3-carboxylic acid ClC=1C=C(C=CC1)/C=C/C(=O)C1=CC=C(NC(CN2CCN(CC2)C2=C(C=C3C(C(=CN(C3=C2)C2CC2)C(=O)O)=O)F)=O)C=C1